4-(6-(2-(2-((6-bromopyridin-2-yl)oxy)ethoxy)propoxy)-[1,2,4]triazolo[1,5-a]pyridin-2-yl)-N1-methyl-2,7-naphthyridine-1,6-diamine BrC1=CC=CC(=N1)OCCOC(COC=1C=CC=2N(C1)N=C(N2)C2=CN=C(C1=CN=C(C=C21)N)NC)C